C(C)(C)(C)OC(=O)N1C[C@@H](CC1)NC1=NC(=CC=C1)Br.FC1=CC=C(C=C1)[C@@H]1NCCOC1 (S)-3-(4-fluorophenyl)morpholine tert-butyl-(3R)-3-[(6-bromopyridin-2-yl)amino]pyrrolidine-1-carboxylate